Chlorous acid Cl(=O)O